NC1=NC(=C(C#N)C=C1)C1=CCCC1 6-amino-2-(cyclopent-1-en-1-yl)nicotinonitrile